OC1=CC(=C(C=C1)C(CC(=O)OC)C)C methyl 3-(4-hydroxy-2-methylphenyl)butanoate